9-((2-chloro-4-((4-methylpyridin-2-yl)oxy)phenyl)(hydroxy)methyl)-2-(Methoxymethyl)-2-methyl-1,2,4,7-tetrahydro-3H-pyrrolo[3',2':5,6]pyrido[3,4-b]pyrazin-3-one ClC1=C(C=CC(=C1)OC1=NC=CC(=C1)C)C(C1=CNC2=C1C1=C(NC(C(N1)(C)COC)=O)C=N2)O